1-allyl-7,8-difluoro-4-(8-fluoro-4-methylquinolin-3-yl)-2,2-dimethyl-1,2-dihydroquinazoline C(C=C)N1C(N=C(C2=CC=C(C(=C12)F)F)C=1C=NC2=C(C=CC=C2C1C)F)(C)C